α-Hydroxy-α,α-dimethylacetophenon OC(C(=O)C1=CC=CC=C1)(C)C